(+/-)-1-(4-aminobutyl)-6-benzylindane NCCCC[C@@H]1CCC2=CC=C(C=C12)CC1=CC=CC=C1 |r|